FC(C=1C=C(\C=C/2\C(C=3C=CC(=CC3CC2)NC(CCCCCCC(=O)NO)=O)=O)C=C(C1)C(F)(F)F)(F)F (E)-N1-(6-(3,5-bis(trifluoromethyl)benzylidene)-5-oxo-5,6,7,8-tetrahydronaphthalen-2-yl)-N8-hydroxyoctanediamide